ClC=1C=C(C=CC1)N1C2=CC=CC=C2C=2C=CC=C(C12)[Si](C1=CC=CC=C1)(C1=CC=CC=C1)C1=CC=CC=C1 9-(3-chlorophenyl)-1-(triphenylsilyl)-9H-carbazole